(E)-N-(3,5-difluorobenzyl)-N-methyl-3-(2-(pyridin-2-yl)vinyl)-1-(tetrahydro-2H-pyran-2-yl)-1H-indazol-5-amine FC=1C=C(CN(C=2C=C3C(=NN(C3=CC2)C2OCCCC2)\C=C\C2=NC=CC=C2)C)C=C(C1)F